5-[(2R)-4-(2-chloro-4-ethoxybenzoyl)-2-ethylpiperazin-1-yl]-2'-ethoxy-N-[2-(methylamino)ethyl]-[2,3'-bipyridine]-6-carboxamide ClC1=C(C(=O)N2C[C@H](N(CC2)C=2C=CC(=NC2C(=O)NCCNC)C=2C(=NC=CC2)OCC)CC)C=CC(=C1)OCC